tert-butyl ((S)-2-((4-(((tert-butyldimethylsilyl)oxy)methyl)pyridin-2-yl)amino)-1-((1r,4S)-4-methylcyclohexyl)-2-oxoethyl)carbamate [Si](C)(C)(C(C)(C)C)OCC1=CC(=NC=C1)NC([C@H](C1CCC(CC1)C)NC(OC(C)(C)C)=O)=O